O1C(CCCC1)OCCOC=1C(=C(C=O)C=CC1)B1OC(C(O1)(C)C)(C)C 3-(2-(tetrahydro-2H-pyran-2-yloxy)ethoxy)-2-(4,4,5,5-tetramethyl-1,3,2-dioxaborolan-2-yl)benzaldehyde